C(C)(C)(C)OC(=O)N1N=C(C=2N=CN=C(C21)NCC2=CC=C(C=C2)B(O)O)C(NC)=O 4-([[1-(tert-butoxycarbonyl)-3-(methylcarbamoyl)pyrazolo[4,3-d]pyrimidin-7-yl]-amino]-methyl)phenylboronic acid